3-ACETYL-7-BENZOFURANACETIC ACID CC(=O)C1=COC2=C(C=CC=C12)CC(=O)O